COCC1(CC1)NC(=O)C=1N=NC(=CC1)OCC=1C(=NOC1C)C=1C=NC(=CC1)C N-(1-(methoxymethyl)cyclopropyl)-6-((5-methyl-3-(6-methylpyridin-3-yl)isoOxazol-4-yl)methoxy)pyridazine-3-carboxamide